C(N)(=O)C=1C=C2C=NN(C2=CC1OC1=CC=C(OCC(=O)O)C=C1)C 2-[4-(5-carbamoyl-1-methyl-indazol-6-yl)oxyphenoxy]acetic acid